((R)-1-((R)-N-methyl-2-(N-methylpyrazine-2-carboxamido)pentanamido)-4-phenylbutyl)boronic acid CN(C([C@@H](CCC)N(C(=O)C1=NC=CN=C1)C)=O)[C@@H](CCCC1=CC=CC=C1)B(O)O